5-ethyl-pyridazin-3-amine C(C)C=1C=C(N=NC1)N